CN([C@@H](/C=C/C(=O)O)C)C (R,E)-4-(dimethylamino)pent-2-enoic acid